NC1=C(C=C(C=N1)B(O)O)OC(F)F [6-amino-5-(difluoromethoxy)pyridin-3-yl]boronic acid